(E)-N-(2-(2,4-Dihydroxybenzoyl)isoindolin-4-yl)-4-(dimethyl-amino)-N-phenethylbut-2-enamide OC1=C(C(=O)N2CC3=CC=CC(=C3C2)N(C(\C=C\CN(C)C)=O)CCC2=CC=CC=C2)C=CC(=C1)O